C(C)SC(C)OC(C(=O)OC1CC2CCC(C1)[N+]21CCCC1)(C1=CC=CC=C1)C1=CC=CC=C1 3-(2-(1-(ethylthio)ethoxy)-2,2-diphenylacetoxy)spiro[bicyclo[3.2.1]octane-8,1'-pyrrolidin]-8-ium